CN1C(/C(/C2=CC=CC=C12)=C\1/C(NC2=CC=CC=C12)=O)=O (E)-1-Methyl-[3,3'-biindolinylidene]-2,2'-dione